C(#N)C1=CC(=C(C(=C1)C(C)C)CC(=O)N[S@](=O)(=N)C1=CC=C(C=C1)CN(C)C)C(C)C |o1:15| (R)- or (S)-2-(4-cyano-2,6-diisopropylphenyl)-N-(4-((dimethylamino)methyl)phenyl-sulfonimidoyl)acetamide